5-((tert-butyldimethylsilyl)oxy)quinoxaline [Si](C)(C)(C(C)(C)C)OC1=C2N=CC=NC2=CC=C1